1,2-dimethoxy-3-prop-1-enyl-benzene COC1=C(C(=CC=C1)C=CC)OC